BrC1=NNC2=NC(=NC(=C21)C#N)N2CCC1(CC2)[C@@H](C2=CC=CC=C2C1)N[S@](=O)C(C)(C)C (R)-N-((S)-1'-(3-bromo-4-cyano-1H-pyrazolo[3,4-d]pyrimidin-6-yl)-1,3-dihydrospiro[inden-2,4'-piperidin]-1-yl)-2-methylpropan-2-sulfinamide